OC1=C(C=O)C(=CC=C1)C#CC1=NC=CC(=N1)NC=1N=CC2=C(C=CC(=C2C1)C(C)C)N1CC(C1)CS(=O)(=O)C 2-hydroxy-6-((4-((5-isopropyl-8-(3-((methylsulfonyl)methyl)azetidin-1-yl)isoquinolin-3-yl)amino)pyrimidin-2-yl)ethynyl)benzaldehyde